CN(CCCCNC)C N,N,N'-trimethyl-1,4-butanediamine